CN1C(=CC=C1)C1=NC=CC1=C1N=CC=C1 1-Methyl-1H-terazol